1-(9H-Fluoren-9-ylmethyl) 5,8,11,14-tetraoxa-2-azaheptadecanedioate C(NCCOCCOCCOCCOCCC(=O)[O-])(=O)OCC1C2=CC=CC=C2C=2C=CC=CC12